ClC1=C(C=CC=C1C(NC1(CC1)C)=O)NC1=C(C=C(C(=O)N=C2NCCN2)C=C1)C1CC1 4-({2-chloro-3-[(1-methylcyclopropyl)carbamoyl]phenyl}amino)-3-cyclopropyl-N-[imidazolidin-2-ylidene]benzamide